(3-(4-fluorobenzoyl)-5-(6-(piperazin-1-yl)pyridin-3-yl)-1H-pyrrolo[2,3-b]pyridin-1-yl)propanoic acid FC1=CC=C(C(=O)C2=CN(C3=NC=C(C=C32)C=3C=NC(=CC3)N3CCNCC3)C(C(=O)O)C)C=C1